3-difluoromethyl-1-methyl-N-(3',4',5'-trifluorobiphenyl-2-yl)-pyrazole-4-carboxamide FC(C1=NN(C=C1C(=O)NC1=C(C=CC=C1)C1=CC(=C(C(=C1)F)F)F)C)F